(S)-N-(1-(2-chloro-3-methylphenyl)-1,4,5,7-tetrahydropyrano[3,4-c]pyrazol-4-yl)-4,5-dimethylpicolinamide ClC1=C(C=CC=C1C)N1N=CC2=C1COC[C@H]2NC(C2=NC=C(C(=C2)C)C)=O